3-[(3-amino-2-fluorophenyl)methyl]-6-fluoro-7-(pyridazin-3-yloxy)-2,3-dihydrospiro[1,3-benzoxazine-4,3'-oxetan]-2-one NC=1C(=C(C=CC1)CN1C(OC2=C(C=C(C(=C2)OC=2N=NC=CC2)F)C12COC2)=O)F